C=C1C(=O)OC(C1)C α-methylene-γ-methyl-γ-butyrolactone